FC=1C=C(CN2C(C(CCC2)O)C(=O)O)C=CC1C#CC=1C(=C(C=CC1)C1=CC=CC=C1)C 1-(3-fluoro-4-((2-methylbiphenyl-3-yl)ethynyl)benzyl)-3-hydroxypiperidine-2-carboxylic acid